Diisononyl-1,4-cyclohexandicarboxylat C(CCCCCC(C)C)OC(=O)C1CCC(CC1)C(=O)OCCCCCCC(C)C